CC1=NC=2N(C(=C1C)[C@]1(CNCCC1)C)N=C(C2)[C@@H]2CC[C@H](CC2)C(F)(F)F (3R)-3-{5,6-dimethyl-2-[trans-4-(trifluoromethyl)cyclohexyl]pyrazolo[1,5-a]pyrimidin-7-yl}-3-methylpiperidine